ethyl 2-amino-6-oxo-1,6-dihydropyrimidine-5-carboxylate NC=1NC(C(=CN1)C(=O)OCC)=O